FCCCN1CC(CC1)C1=NN(C(=C1)N)C 3-(1-(3-fluoropropyl)pyrrolidin-3-yl)-1-methyl-1H-pyrazol-5-amine